OC1=C(C=O)C=C(C=C1)OC 2-Hydroxy-5-Methoxybenzaldehyd